N1(CCCCC1)CCCC=1N=NN(C1)C1=CC=C(C=C1)C1=NC(=CC(=C1)C1=CC=C(C=C1)SC)C1=CC=C(C=C1)N1N=NC(=C1)CCCN1CCCCC1 2,6-bis{4-[4-(3-piperidin-1-ylpropyl)-1H-1,2,3-triazol-1-yl]phenyl}-4-[4-(methylthio)phenyl]pyridine